C1(CC=CC1)CCC(=O)[O-] 3-cyclopent-3-en-1-ylpropanoate